CC1=CC=C(C=C1)S(=O)(=O)O.FC1=C(OC2CNC2)C=CC(=C1)C 3-(2-fluoro-4-methylphenoxy)azetidine 4-methylbenzene-sulfonate